FC(C1=NN=C(O1)C=1C(=NC(=NC1)NC1=CC(=C(C(=O)N)C=C1)C)N[C@H](CO)C1=CC=CC=C1)F 4-[[5-[5-(difluoromethyl)-1,3,4-oxadiazol-2-yl]-4-[[(1S)-2-hydroxy-1-phenyl-ethyl]amino]pyrimidin-2-yl]amino]-2-methyl-benzamide